C12CCC(C3=CC=CC=C13)N2 1,2,3,4-tetrahydro-1,4-epiminonaphthalene